CS(=O)(=O)N1[C@H](C[C@H](C1)C1=CC=CC=C1)CS(=O)(=O)C=1C=C(C=CC1)CN (3-((((2R,4S)-1-(methylsulfonyl)-4-phenylpyrrolidin-2-yl)methyl)sulfonyl)phenyl)methanamine